but-2-enoic acid C(C=CC)(=O)O